3-[({[(Tert-butoxy)carbonyl]amino}sulfonyl)(1-cyclopropyl-1H-pyrazol-4-yl)amino]-1-methylpiperidin-1-ium trifluoroacetate FC(C(=O)[O-])(F)F.C(C)(C)(C)OC(=O)NS(=O)(=O)N(C1C[NH+](CCC1)C)C=1C=NN(C1)C1CC1